2-(5-(2-((4-(trifluoromethyl)phenyl)amino)phenyl)-1,3,4-oxadiazol-2-yl)butan-2-ol FC(C1=CC=C(C=C1)NC1=C(C=CC=C1)C1=NN=C(O1)C(C)(CC)O)(F)F